C(=CC)N1C(C(=NC2=CC=C(C=C12)OC)C1=CC=CC=C1)=O 1-propenyl-7-methoxy-3-phenylquinoxalin-2(1H)-one